CN1N=C(C2=CC=C(C=C12)O[C@@H]1CN(CC1)CC1CCNCC1)C1C(NC(CC1)=O)=O 3-(1-methyl-6-(((S)-1-(piperidin-4-ylmethyl)pyrrolidin-3-yl)oxy)-1H-indazol-3-yl)piperidine-2,6-dione